Cl.NC1(C(=CC=CC1O)C=1N=NC=CC1C=1CCNCC1)F 6-amino-5-(1,2,3,6-tetrahydropyridin-4-ylpyridazin-3-yl)-6-fluorophenol hydrochloride